[K+].C(O)C(C(=O)[O-])(C)CO 2,2-dimethylolpropionic acid potassium salt